6-{[(1s,2s)-2-(hydroxymethyl)cyclopropyl]methoxy}-5-(3-methoxyazetidin-1-yl)pyridine-2-carboxamide OC[C@@H]1[C@H](C1)COC1=C(C=CC(=N1)C(=O)N)N1CC(C1)OC